C(#N)C1=C(OC=2C=C3C(N(C=NC3=CC2)C=2C=NC(=NC2)N2CCNCC2)=O)C(=CC=C1NS(N(C)CC)(=O)=O)F 6-[2-cyano-3-[[ethyl(methyl)sulfamoyl]amino]-6-fluoro-phenoxy]-4-oxo-3-(2-piperazin-1-ylpyrimidin-5-yl)quinazoline